3-amino-N'-(cyclohexanecarbonyl)-5-((4-(trifluoromethoxy)phenyl)sulfonyl)picolinohydrazide NC=1C(=NC=C(C1)S(=O)(=O)C1=CC=C(C=C1)OC(F)(F)F)C(=O)NNC(=O)C1CCCCC1